C1(CC1)NC1CCOC=2C1=NC=C(C2)C=2C=NC=C(C2)C(F)(F)F N-cyclopropyl-7-(5-(trifluoromethyl)pyridin-3-yl)-3,4-dihydro-2H-pyrano[3,2-b]pyridin-4-amine